COC(COC1=NC=CC=C1OC1=NC(=C(C=C1Cl)F)N1C(N(C(=CC1=O)C(F)(F)F)C)=O)=O 2-[[3-[[3-chloro-6-(3,6-dihydro-3-methyl-2,6-dioxo-4-(trifluoromethyl)-1(2H)-pyrimidinyl)-5-fluoro-2-pyridinyl]oxy]-2-pyridinyl]oxy]-acetic acid methyl ester